ON1C(C(C(C2=CC=3C(C=C12)=C1C(C=CC=C1C3)(C)C)C3=CC=CC=C3)=O)C(C(F)(F)F)=O 1-hydroxy-10,10-dimethyl-4-phenyl-2-(2,2,2-Trifluoroethan-1-one-1-yl)-10H-indeno[2,3-g]quinolin-3(4H)-one